2-(2-ethylbutanoylamino)-4-[methyl-[3-[2-(5,6,7,8-tetrahydro-1,8-naphthyridin-2-yl)ethyl]cyclobutyl]amino]butanoic acid C(C)C(C(=O)NC(C(=O)O)CCN(C1CC(C1)CCC1=NC=2NCCCC2C=C1)C)CC